CN(CCCOC1=NC=C(C=C1NS(=O)(=O)C)C1=C(C=2C3=C(C=NC2C=C1)N(C(C31CCC1)=O)C)F)C N-(2-(3-(Dimethylamino)propoxy)-5-(9'-fluoro-3'-methyl-2'-oxo-2',3'-dihydrospiro[cyclobutane-1,1'-pyrrolo[2,3-c]quinolin]-8'-yl)pyridin-3-yl)methanesulfonamide